N-methyl-2-(4-(4-methyl-2,3-dioxo-3,4-dihydroquinoxalin-1(2H)-yl)piperidin-1-yl)pyrimidine-5-sulfonamide CNS(=O)(=O)C=1C=NC(=NC1)N1CCC(CC1)N1C(C(N(C2=CC=CC=C12)C)=O)=O